ClC=1C=C(C=CC1)N1C(\C(\CC1=O)=C/C1=C(OC2=CC=C(C(=O)NCCC)C=C2)C=CC=C1)=O (Z)-4-(2-((1-(3-chlorophenyl)-2,5-dioxopyrrolidin-3-ylidene)methyl)phenoxy)-N-propylbenzamide